C(CCCCCCC)NCC(CS(=O)(=O)O)C 3-octylamino-2-methylpropane-1-sulphonic acid